C(C)(C)(C)OC(NC=1C(N(C=CC1)[C@H](C(=O)NC(C[C@H]1C(NCC1)=O)C(C(=O)NC1CC1)=O)CC1CCCCC1)=O)=O Tert-butyl(1-((S)-3-Cyclohexyl-1-(((-)-4-(Cyclopropylamino)-3,4-Dioxo-1-((S)-2-Oxopyrrolidin-3-Yl)Butan-2-yl)Amino)-1-Oxopropan-2-Yl)-2-Oxo-1,2-Dihydropyridin-3-Yl)Carbamate